C1(CC1)[C@H](C1=NC=CC=N1)NC1=C(C(NC2=CC=CC=C12)=O)C1=NC2=C(N1)C=C(C=C2)N2CCOCC2 |o1:3| (R*)-4-((cyclopropyl(pyrimidin-2-yl)methyl)amino)-3-(6-morpholino-1H-benzo[d]-imidazol-2-yl)quinolin-2(1H)-one